ClC=1C=C(C=CC1C)NC=1OC=C(N1)C=1C=C2CN(C(C2=CC1)=O)C1C(NC(CC1)=O)=O 3-(5-{2-[(3-chloro-4-methylphenyl)amino]-1,3-oxazol-4-yl}-1-oxo-3H-isoindol-2-yl)piperidine-2,6-dione